pyrido[3,2-b]indole-7-carbonitrile N1=CC=CC=2NC=3C=C(C=CC3C21)C#N